N-(4-methyl-3-(7-(methylamino)-1,6-naphthyridin-3-yl)phenyl)-4,5,6,7-tetrahydrobenzo[d]isoxazole-3-carboxamide CC1=C(C=C(C=C1)NC(=O)C1=NOC2=C1CCCC2)C=2C=NC1=CC(=NC=C1C2)NC